methyl 4-(2-(methylsulfonyl)pyrimidin-4-yl)tetrahydro-2H-pyran-4-carboxylate CS(=O)(=O)C1=NC=CC(=N1)C1(CCOCC1)C(=O)OC